ClC=1C(=CC2=C(N(C(N=C2N2[C@H](CN(CC2)C(=O)OC(C)(C)C)C)=O)C=2C(=NC(=NC2C)C)C(C)C)N1)F tert-butyl (S)-4-(7-chloro-6-fluoro-1-(4-isopropyl-2,6-dimethylpyrimidin-5-yl)-2-oxo-1,2-dihydropyrido[2,3-d]pyrimidin-4-yl)-3-methylpiperazine-1-carboxylate